3-((2-(2-bromo-6-chloropyridin-4-yl)-2-hydroxyethyl)amino)-1,1-difluoropropan-2-ol BrC1=NC(=CC(=C1)C(CNCC(C(F)F)O)O)Cl